(4aR,6R,7R,8R,8aR)-8-(4-(3,4-difluorophenyl)-1H-1,2,3-triazol-1-yl)-7-methoxy-2,2-dimethylhexahydropyrano[3,2-d][1,3]dioxine-6-carboxylic acid FC=1C=C(C=CC1F)C=1N=NN(C1)[C@@H]1[C@H]([C@@H](O[C@H]2[C@@H]1OC(OC2)(C)C)C(=O)O)OC